C[N+]=1N(C=CC1)C 1,2-dimethylpyrazolium